tert-butyl (6-(2-(((2S,4R)-1-((S)-2-acetamido-3,3-dimethylbutanoyl)-4-hydroxypyrrolidine-2-carboxamido)methyl)-5-(4-methylthiazol-5-yl)phenoxy)hexyl)-carbamate C(C)(=O)N[C@H](C(=O)N1[C@@H](C[C@H](C1)O)C(=O)NCC1=C(OCCCCCCNC(OC(C)(C)C)=O)C=C(C=C1)C1=C(N=CS1)C)C(C)(C)C